NC1=C(C(=NC(=C1)C1=C(C(=C(C=C1F)Br)F)F)C(=O)O)Cl 4-amino-6-(4-bromo-2,3,6-trifluorophenyl)-3-chloropyridine-2-carboxylic acid